lyxouronic acid O=C[C@@H](O)[C@@H](O)[C@H](O)C(=O)O